C[C@@H]1CN(C(=CC1)C=1C=CC2=C(N=C(S2)C(CN2CCCC2)C)C1)C(=O)OC(C)(C)C (3S)-tert-butyl 3-methyl-6-(2-(1-(pyrrolidin-1-yl) propan-2-yl)benzo[d]thiazol-5-yl)-3,4-dihydropyridine-1(2H)-carboxylate